7-(2-phenylpropyl)-1,2,3,5-tetrahydro-s-indacene C1(=CC=CC=C1)C(CC1=CCC=2C=C3CCCC3=CC12)C